N-(4-(N-(2,4-dimethylphenyl)sulfamoyl)phenyl)-3-bromo-4-methoxybenzenesulphonamide CC1=C(C=CC(=C1)C)NS(=O)(=O)C1=CC=C(C=C1)NS(=O)(=O)C1=CC(=C(C=C1)OC)Br